C1(=CC=C(C=C1)C(=O)O)C1=CC=CC=C1.C(N)(OCC(CC1=CC=CC=C1)N)=O 2-amino-3-phenylpropyl carbamate biphenyl-4-carboxylate salt